O[C@H]1C[C@H]2CC[C@H]3[C@@H]4CC[C@H]([C@@H](CCC=O)C)[C@]4([C@H](C[C@@H]3[C@]2(CC1)C)O)C 3α,12α-dihydroxy-24-oxo-5β-cholan